O1C(CCCC1)N1C2=CC=C3OCCCNC(OCC=4C=C(C=C(C(=N1)C2=C3)C4)C=4CCN(CC4)C4COC4)=O 19-(oxan-2-yl)-4-[1-(oxetan-3-yl)-1,2,3,6-tetrahydropyridin-4-yl]-8,14-dioxa-10,19,20-triazatetracyclo[13.5.2.12,6.018,21]tricosa-1(20),2,4,6(23),15,17,21-heptaen-9-one